O=C1NC(CCC1NC1(C(C=CC=C1)F)N1CCC(CC1)(O)CC(=O)N)=O 2-(1-(1-((2,6-dioxopiperidin-3-yl)amino)-2-fluorophenyl)-4-hydroxypiperidin-4-yl)acetamide